2-(((3s,4r)-1-(cyclopropylsulfonyl)-3-fluoropiperidin-4-yl)amino)-6-ethynyl-8-((1r,2r)-2-hydroxy-2-methylcyclopentyl)pyrido[2,3-d]pyrimidin-7(8H)-one C1(CC1)S(=O)(=O)N1C[C@@H]([C@@H](CC1)NC=1N=CC2=C(N1)N(C(C(=C2)C#C)=O)[C@H]2[C@](CCC2)(C)O)F